NC1=CC=C(C=C1)N1CC(OCC1)C(C)(C)O 2-(4-(4-aminophenyl)morpholin-2-yl)propan-2-ol